N[C@H](C(=O)NC=1SC=C(N1)C1=CC=C2CCN(C(C2=C1)=O)C)COC (S)-2-amino-3-methoxy-N-(4-(2-methyl-1-oxo-1,2,3,4-tetrahydroisoquinolin-7-yl)thiazol-2-yl)propanamide